CCCCCCCCC=CC(=O)N undecenamide